4-(benzo[b]thiophen-3-yl)-5-(cyclopropanecarbonyl)-6-cyclopropyl-2-methyl-1,4-dihydropyridine-3-carboxylic acid methyl ester COC(=O)C1=C(NC(=C(C1C=1C2=C(SC1)C=CC=C2)C(=O)C2CC2)C2CC2)C